Cis-4-((3,5-difluoropyridin-2-yl)oxy)-N-ethyl-2'-oxospiro[cyclohexane-1,3'-indoline]-5'-carboxamide FC=1C(=NC=C(C1)F)OC1CCC2(C(NC3=CC=C(C=C23)C(=O)NCC)=O)CC1